The molecule is a pyrimidine 2'-deoxyribonucleoside 3'-monophosphate having uracil as the nucleobase. It is a deoxyuridine phosphate and a pyrimidine 2'-deoxyribonucleoside 3'-monophosphate. It derives from a 3'-UMP. C1[C@@H]([C@H](O[C@H]1N2C=CC(=O)NC2=O)CO)OP(=O)(O)O